FC=1C=C(C=CC1F)C=1C=C2C=CN(C2=C(C1)C(=O)NCC1=CC=C(C(=O)O)C=C1)CC1=CC=C(C=C1)C(F)(F)F 4-((5-(3,4-difluorophenyl)-1-(4-(trifluoromethyl)benzyl)-1H-indole-7-carboxamido)methyl)benzoic acid